C(C)N1N=C(C=C1C=1NC(=NN1)C1=C2C=NN(C2=CC(=C1)C(=O)N)C[C@@H]1N(CCC1)C)C 4-[5-(1-ethyl-3-methyl-1H-pyrazol-5-yl)-4H-1,2,4-triazol-3-yl]-1-{[(2R)-1-methylpyrrolidin-2-yl]methyl}-1H-indazole-6-carboxamide